3,6-Octadienal C(CC=CCC=CC)=O